ClC=1C(=C(C=CC1)[C@@]1(C=2C(=C(N=CC2C(N(C1)C1=NC=CC=C1F)=O)NC1CN(C1)C(=O)OC(C)(C)C)F)C)F tert-butyl 3-{[(5R)-5-(3-chloro-2-fluorophenyl)-4-fluoro-7-(3-fluoropyridin-2-yl)-5-methyl-8-oxo-5,6,7,8-tetrahydro-2,7-naphthyridin-3-yl]amino}azetidine-1-carboxylate